8-fluoro-3-methylimidazo[1,2-a]pyridin-6-amine FC=1C=2N(C=C(C1)N)C(=CN2)C